2-Chloro-5-Isobutylquinoline ClC1=NC2=CC=CC(=C2C=C1)CC(C)C